C(C)OC(=O)C1=NC(=NC=C1NC)Cl 2-chloro-5-(methylamino)pyrimidine-4-carboxylic acid ethyl ester